COC=1C=C2C(=C(C(N(C2=CC1)C)=O)C(=O)N)N1CCC(CC1)C1=NC(=NO1)C1=CC(=CC=C1)C 6-methoxy-1-methyl-4-{4-[3-(3-methylphenyl)-1,2,4-oxadiazol-5-yl]piperidin-1-yl}-2-oxo-1,2-dihydroquinoline-3-carboxamide